O1C=NC2=C1OC=N2 Oxazolo[D]oxazole